CN1C(=NC=C1COC=1C=NC2=CC(=NC(=C2C1)OC1CCC(CC1)NC(=O)C1=NC=CC=N1)N1CCOCC1)[N+](=O)[O-] N-[4-[[3-[(3-Methyl-2-nitro-imidazol-4-yl)methoxy]-7-morpholino-1,6-naphthyridin-5-yl]oxy]cyclohexyl]pyrimidine-2-carboxamide